lithium tartrate borate salt B([O-])(O)O.C(=O)(O)C(O)C(O)C(=O)O.[Li+]